(1S,3S,4S)-N-((S)-1-cyano-2-((S)-2-oxopyrrolidin-3-yl)ethyl)-2-(4-(difluoromethyl)-1H-indole-2-carbonyl)-5,5-difluoro-2-azabicyclo[2.2.2]octane-3-carboxamide C(#N)[C@H](C[C@H]1C(NCC1)=O)NC(=O)[C@H]1N([C@@H]2CC([C@H]1CC2)(F)F)C(=O)C=2NC1=CC=CC(=C1C2)C(F)F